(3-chloro-1-propyl-1H-indazol-5-yl)-methanol ClC1=NN(C2=CC=C(C=C12)CO)CCC